C(N)(OC(CCCC[Si](OCC)(OCC)OCC)(C)C)=O (3-triethoxysilylpropyl)-tert-butyl carbamate